FC(OC1=CC=C(C=C1)C=1C(C(=C2N(C=CC(N2)=O)C1)C1=CC=C(C=C1)OC(F)F)=O)F 7,9-bis[4-(difluoromethoxy)phenyl]-1H-pyrido[1,2-a]pyrimidine-2,8-dione